(3aR,5s,6aS)-2-((3,3-dimethyltetrahydro-2H-pyran-4-yl)methyl-d2)-N-(4-methoxy-6-(4-(trifluoromethyl)pyridin-3-yl)pyridazin-3-yl)octahydrocyclopenta[c]pyrrol-5-amine CC1(COCCC1C(N1C[C@@H]2[C@H](C1)CC(C2)NC=2N=NC(=CC2OC)C=2C=NC=CC2C(F)(F)F)([2H])[2H])C